methyl (S)-2-benzyl-7-methyl-3-(1-methylpiperidin-4-yl)-3,7,8,9-tetrahydro-6H-imidazo[4,5-f]quinoline-6-carboxylate C(C1=CC=CC=C1)C=1N(C=2C(=C3CC[C@@H](N(C3=CC2)C(=O)OC)C)N1)C1CCN(CC1)C